BrC1=C(C=NN1C)C(F)F 5-bromo-4-(difluoromethyl)-1-methyl-1H-pyrazole